CC1=C(C(=CC=C1)C)C1=NC(=NC(=C1)OC1CN(CC1)C(=O)C1(CC1)C1=CC=C(C=C1)C)NS(=O)(=O)C=1C=NN(C1)C N-[4-(2,6-dimethylphenyl)-6-[1-[1-(p-tolyl)cyclopropanecarbonyl]pyrrolidin-3-yl]oxy-pyrimidin-2-yl]-1-methyl-pyrazole-4-sulfonamide